6-chloro-3-methyl-1-(1-methylethyl)-1,3-dihydro-2H-imidazo[4,5-c]pyridin-2-one ClC1=CC2=C(C=N1)N(C(N2C(C)C)=O)C